N-(1-(p-methylphenyl)vinyl)acetamide CC1=CC=C(C=C1)C(=C)NC(C)=O